COC1=CC=C(CN(C(=O)OC=2C=CC=NC2)CC2=CC=C(C=C2)OC)C=C1 5-[bis(4-methoxybenzyl)aminocarbonyloxy]pyridine